1,2-di-O-(9'Z-octadecanyl)-glycerol C(CCCCCCCCCCCCCCCCC)OCC(OCCCCCCCCCCCCCCCCCC)CO